6-Bromo-5-chloro-2,3-dihydro-1H-inden-1-one BrC1=C(C=C2CCC(C2=C1)=O)Cl